2-(3-bromo-2-methylphenyl)thiophene BrC=1C(=C(C=CC1)C=1SC=CC1)C